(2-cyanophenyl)boronic acid C(#N)C1=C(C=CC=C1)B(O)O